C(C1=CC=CC=C1)N(C1=CC=C2CCC[C@]3(CC4=NC(=C(C(=C4CO3)Cl)[Si](C)(C)C)Cl)C2=C1Br)CC1=CC=CC=C1 |r| rac-(S)-N,N-Dibenzyl-8-bromo-2',4'-dichloro-3'-(trimethylsilyl)-3,4,5',8'-tetrahydro-2H-spiro[naphthalene-1,7'-pyrano[4,3-b]pyridin]-7-amine